TRIMETHYLENE GLYCOL C(CCO)O